COC=1N=C(N=NC1C1=C(C=C(C=C1)C(F)(F)F)O)N1CC[C@H]2[C@@H]1CN(CC2)C 2-(5-methoxy-3-((3aS,7aR)-6-methyloctahydro-1H-pyrrolo[2,3-c]pyridin-1-yl)-1,2,4-triazin-6-yl)-5-(trifluoromethyl)phenol